3-(4-((2-cyclopropylethyl)((1s,4s)-4-((5-fluoropyrimidin-2-yl)amino)cyclohexyl)amino)-1-oxoisoindolin-2-yl)piperidine-2,6-dione C1(CC1)CCN(C1=C2CN(C(C2=CC=C1)=O)C1C(NC(CC1)=O)=O)C1CCC(CC1)NC1=NC=C(C=N1)F